C(#N)C1=C(C=C(CNC(=O)C=2C(N(C3=C(N=CC=C3C2)OCC2(CC2)S(N)(=O)=O)C)=O)C=C1)F N-(4-cyano-3-fluorobenzyl)-1-methyl-2-oxo-8-((1-sulfamoylcyclopropyl)methoxy)-1,2-dihydro-1,7-naphthyridine-3-carboxamide